2-((2R,4S,6R)-2-(1-cyclopropyl-1H-pyrazol-4-yl)-6-methyltetrahydro-2H-pyran-4-yl)-4-isopropyl-7-methylpyrido[2,3-d]pyrimidine C1(CC1)N1N=CC(=C1)[C@@H]1O[C@@H](C[C@@H](C1)C=1N=C(C2=C(N1)N=C(C=C2)C)C(C)C)C